CN1C(N(N=C1C1=CC=CC=C1)C=1N=C(C2=C(N1)C=CC=N2)N2CCOCC2)=O 4-methyl-2-(4-morpholinopyrido[3,2-d]pyrimidin-2-yl)-5-phenyl-1,2,4-triazol-3-one